2-(6-((2-fluoroethyl)(2,2,6,6-tetramethylpiperidin-4-yl)amino)pyridazin-3-yl)-5-(1H-pyrazol-1-yl)phenol FCCN(C1=CC=C(N=N1)C1=C(C=C(C=C1)N1N=CC=C1)O)C1CC(NC(C1)(C)C)(C)C